methyl 2-(1-ethyl-2-oxabicyclo[2.1.1]hexan-4-yl)-7-isopropoxy-imidazo[1,2-a]pyridine-6-carboxylate C(C)C12OCC(C1)(C2)C=2N=C1N(C=C(C(=C1)OC(C)C)C(=O)OC)C2